C(C)(C)(C)C=1C=C(NN1)NC(=O)NC1=CC=C(C=C1)N1C=NC2=C1C=CC(=C2)OCCOCCNC2=C1C(N(C(C1=CC=C2)=O)C2C(NC(CC2)=O)=O)=O 1-(5-tert-butyl-2H-pyrazol-3-yl)-3-{4-[5-(2-{2-[2-(2,6-dioxopiperidin-3-yl)-1,3-dioxo-2,3-dihydro-1H-isoindol-4-ylamino]ethoxy}-ethoxy)-benzimidazol-1-yl]-phenyl}-urea